ClC1=C(C2=C(N=C(N2)CCl)C=C1)CCCS(=O)(=O)CCOCCOCCOCCOCC#C 1-({3-[5-chloro-2-(chloromethyl)benzimidazolyl]propyl}sulfonyl)-2-{2-[2-(2-prop-2-ynyloxyethoxy)ethoxy]ethoxy}ethane